[Fe+3].C(C)(C)CC(CC(=O)[O-])=O.C(C)(C)CC(CC(=O)[O-])=O.C(C)(C)CC(CC(=O)[O-])=O.CC1(C=CC(CC1)C(=C)C)O 1-methyl-4-(prop-1-en-2-yl)cyclohex-2-en-1-ol tri(isopropyl acetoacetate) iron